2-(phenylthiosulfonyl)pyrimidine C1(=CC=CC=C1)S(=S)(=O)C1=NC=CC=N1